CN1N=CC(=C1)C1=CN=C2N1N=C(C=C2NCC2=NC=1C(=NC=CC1C)N2)N2CCN(CC2)C 3-(1-methyl-1H-pyrazol-4-yl)-N-((7-methyl-3H-imidazo[4,5-b]pyridin-2-yl)methyl)-6-(4-methylpiperazin-1-yl)imidazo[1,2-b]pyridazin-8-amine